propanal methyl-ethanoate COC(C)=O.C(CC)=O